C(C=C)(=O)OC(CN1C(C=CC1=O)=O)C N-(2-acryloyloxypropyl)maleimide